tert-butyl 8,8-difluoro-2-hydroxy-6-azaspiro[3.4]octane-6-carboxylate FC1(CN(CC12CC(C2)O)C(=O)OC(C)(C)C)F